(R)-2-methyl-3-(1-((5-methyl-1-(tetrahydro-2H-pyran-4-yl)-2,3-dihydro-1H-pyrrolo[2,3-g]phthalazin-8-yl)amino)ethyl)benzonitrile CC1=C(C#N)C=CC=C1[C@@H](C)NC1=NN=C(C=2C=C3C(=CC12)N(CC3)C3CCOCC3)C